tert-butyl (3S,4S)-3-fluoro-4-(1-(2-methylbenzyl)cyclopropane-1-carboxamido)piperidine-1-carboxylate F[C@H]1CN(CC[C@@H]1NC(=O)C1(CC1)CC1=C(C=CC=C1)C)C(=O)OC(C)(C)C